2-((3s,5s)-3,4,5-trimethylpiperazin-1-yl)propionamide methyl-2-(4-fluoro-2-oxo-5-(2-oxoethyl)pyridin-1(2H)-yl)-4-methylpentanoate COC(C(CC(C)C)N1C(C=C(C(=C1)CC=O)F)=O)=O.C[C@H]1CN(C[C@@H](N1C)C)C(C(=O)N)C